1-[3-[[4-[1-Methyl-4-(4-pyridyl)pyrazol-3-yl]phenoxy]methyl]quinoxalin-2-yl]azetidin-3-amine CN1N=C(C(=C1)C1=CC=NC=C1)C1=CC=C(OCC=2C(=NC3=CC=CC=C3N2)N2CC(C2)N)C=C1